O1[C@@H](CC1)CN1C(=NC2=C1C=C(C=C2)C(=O)OC)CN2CCC(CC2)C2=NC(=CC=C2)C2CC1=CC=CC=C1CC2 methyl 1-((S)-oxetan-2-ylmethyl)-2-((4-(6-(1,2,3,4-tetrahydronaphthalen-2-yl) pyridin-2-yl) piperidin-1-yl) methyl)-1H-benzo[d]imidazole-6-carboxylate